CCCCCCCCCCCCCCCCCC(=O)OC[C@H](COP(=O)([O-])OCC[N+](C)(C)C)OC(=O)CCCCCCCCC=C 1-octadecanoyl-2-(10E-undecenoyl)-sn-glycero-3-phosphocholine